FC=1C(=C(C(=O)O)C=CC1)NC(C1=CC(=C(C=C1)N1CCCCC1)NC(=O)C1=NN(C2=CC=CC=C12)CC(F)(F)F)=O 3-fluoro-2-(4-(piperidin-1-yl)-3-(1-(2,2,2-trifluoroethyl)-1H-indazole-3-carboxamido)benzamido)benzoic acid